C(C)(C)(C)OC(=O)N1[C@](CCC1)(C1=CC=CC=C1)C (R)-2-methyl-2-phenylpyrrolidine-1-carboxylic acid tert-butyl ester